FC1(OC=2C(=CC3=C(N(C(=N3)C3=C(C=C(C=N3)OC(C#N)(C)C)SCC)C)C2)O1)F 2-[[6-(2,2-difluoro-7-methyl-[1,3]dioxolo[4,5-f]benzimidazol-6-yl)-5-ethylsulfanyl-3-pyridinyl]oxy]-2-methyl-propionitrile